3-(4-((3-(1H-imidazol-2-yl)phenyl)carbamoyl)-3-methyl-5-oxo-4,5-dihydro-1H-pyrazol-1-yl)benzoic acid N1C(=NC=C1)C=1C=C(C=CC1)NC(=O)C1C(=NN(C1=O)C=1C=C(C(=O)O)C=CC1)C